OC1=CC=C(OC=2C3=C(SC2C=O)C=C(C=C3)OC)C=C1 3-(4-hydroxyphenoxy)-6-methoxybenzo[b]thiophen-2-yl-methanone